CC1(C(NC2=CC=C(C=C12)C(=O)NC1(SOC=C1)C)=O)C 3,3-dimethyl-N-(3-methyl-1,1-dioxathiol-3-yl)-2-oxoindoline-5-carboxamide